O=C1O[C@H]2[C@@H](N1)[C@H]1CC[C@H](C2)N1C(=O)OC(C)(C)C |r| tert-butyl rac-(3aS,4R,7R,8aR)-2-oxooctahydro-2H-4,7-epiminocyclohepta[d]oxazole-9-carboxylate